C(C)(C)(C)OC(=O)N1C(C(C1)OC1=CC(=C2C(=N1)C(=CS2)C(NC)=O)C(F)(F)F)C methyl-3-((3-(methylcarbamoyl)-7-(trifluoromethyl)thieno[3,2-b]pyridin-5-yl)oxy)azetidine-1-carboxylic acid tert-butyl ester